C[C@H]1COC[C@@H](N1C(CC=1C(OC2=CC(=C(C=C2C1C)OC)O)=O)=O)C 3-(2-((3S,5S)-3,5-dimethylmorpholino)-2-oxoethyl)-7-hydroxy-6-methoxy-4-methyl-2H-chromen-2-one